1-ethyl-3,3-difluoropiperidin-4-yl ((((2R,3S,4R,5S)-5-(4-aminopyrrolo[2,1-f][1,2,4]triazin-7-yl)-2-cyano-3,4-dihydroxytetrahydrofuran-2-yl)methoxy)(phenoxy)phosphoryl)-L-alaninate NC1=NC=NN2C1=CC=C2[C@H]2[C@@H]([C@@H]([C@@](O2)(C#N)COP(=O)(OC2=CC=CC=C2)N[C@@H](C)C(=O)OC2C(CN(CC2)CC)(F)F)O)O